ClC(C(CCC)Cl)=O 1-chloropentanoyl chloride